OC(C(=O)N1[C@H]([C@@H](CCC1)CNS(=O)=O)CC=1C(=C(C=CC1)C1=CC(=CC(=C1)F)F)F)(C)C N-((2S,3S)-1-(2-hydroxy-2-methylpropanoyl)-2-((2,3',5'-trifluoro-[1,1'-biphenyl]-3-yl)methyl)piperidin-3-yl)methylsulfonamide